N,1,7-tribenzyloctahydro-6H-3,6-methanopyrrolo[3,2-c]pyridine-6-carboxamide C(C1=CC=CC=C1)NC(=O)C12C(C3C(CN1)C(CN3CC3=CC=CC=C3)C2)CC2=CC=CC=C2